tert-butyl 4-((1R,4r)-4-(6-(((1r,3R)-3-(hydroxymethyl)cyclobutyl)carbamoyl)-5-(6-(trifluoromethyl)picolinamido)-2H-indazol-2-yl)cyclohexyl)piperazine-1-carboxylate OCC1CC(C1)NC(=O)C=1C(=CC2=CN(N=C2C1)C1CCC(CC1)N1CCN(CC1)C(=O)OC(C)(C)C)NC(C1=NC(=CC=C1)C(F)(F)F)=O